2-Chloro-5-{[(methoxyacetyl)amino]methyl}-N-(1-[4-(trifluoromethyl)phenyl]-1H-indazol-4-yl)benzamide ClC1=C(C(=O)NC2=C3C=NN(C3=CC=C2)C2=CC=C(C=C2)C(F)(F)F)C=C(C=C1)CNC(COC)=O